COC1=CC=CC2=C1N=C(O2)[C@H]2N(CCC1=C2N=CN1)C(=O)C=1OC(=NN1)C1=NN(C=C1)C (S)-(4-(4-methoxybenzo[d]oxazol-2-yl)-6,7-dihydro-1H-imidazo[4,5-c]pyridin-5(4H)-yl)(5-(1-methyl-1H-pyrazol-3-yl)-1,3,4-oxadiazol-2-yl)methanone